5-(benzylthio)-3-(trifluoromethyl)-1H-pyrrolo[2,3-b]pyridine C(C1=CC=CC=C1)SC=1C=C2C(=NC1)NC=C2C(F)(F)F